NC1=CC(=C(C=C1)NC(=O)C1=NC=C(N=C1)C)F N-(4-amino-2-fluorophenyl)-5-methylpyrazine-2-carboxamide